C1(=CC=CC=C1)CS(=O)(=O)NC1=C(C(=C(C=C1F)OC1=NC=CC=C1C1=NC(=NC=C1)N[C@@H]1CNC[C@@H](C1)F)F)F 1-phenyl-N-(2,3,6-trifluoro-4-((3-(2-(((3S,5R)-5-fluoropiperidin-3-yl)amino)pyrimidin-4-yl)pyridin-2-yl)oxy)phenyl)methanesulfonamide